8-(1-((3,5-difluorophenyl)amino)ethyl)-6-(3-(dimethylamino)pyrrolidine-1-carbonyl)-2-morpholino-4H-chromen-4-one FC=1C=C(C=C(C1)F)NC(C)C=1C=C(C=C2C(C=C(OC12)N1CCOCC1)=O)C(=O)N1CC(CC1)N(C)C